4-(2-hydroxyethoxy)-phenyl(2-Hydroxy-2-propyl) ketone OCCOC1=CC=C(C=C1)CC(C)(O)C(=O)C(C)(CC1=CC=C(C=C1)OCCO)O